3-methyl-2-((S)-1-oxo-7-(((S)-1-tritylaziridine-2-yl)methyl)-2,7-diazaspiro[4.4]nonan-2-yl)butanamide CC(C(C(=O)N)N1C([C@@]2(CC1)CN(CC2)CC2[N@](C2)C(C2=CC=CC=C2)(C2=CC=CC=C2)C2=CC=CC=C2)=O)C